N-(3-fluoro-4-((7-(3-(3-hydroxyazetidin-1-yl)propoxy)-6-methoxyquinolin-4-yl)oxy)phenyl)-5-(4-fluorophenyl)-6-oxo-2,3,5,6-tetrahydrofuro[3,2-c]pyridine-7-carboxamide FC=1C=C(C=CC1OC1=CC=NC2=CC(=C(C=C12)OC)OCCCN1CC(C1)O)NC(=O)C1=C2C(=CN(C1=O)C1=CC=C(C=C1)F)CCO2